C(#N)C=1C=C2CCN(CC2=C(C1)F)C1=CC=CC(=N1)C1CCN(CC1)CC1=NC2=C(N1CC=1N(C=CN1)CC)C=C(C=C2)C(=O)O 2-((4-(6-(6-cyano-8-fluoro-3,4-dihydroisoquinolin-2(1H)-yl)pyridin-2-yl)piperidin-1-yl)methyl)-1-((1-ethyl-1H-imidazol-2-yl)methyl)-1H-benzo[d]imidazole-6-carboxylic acid